3-[[4-chloro-6-(2,6-dimethylphenyl)pyrimidin-2-yl]sulfamoyl]-5-methyl-benzoic acid ClC1=NC(=NC(=C1)C1=C(C=CC=C1C)C)NS(=O)(=O)C=1C=C(C(=O)O)C=C(C1)C